3-(3-Amino-phenyl)-4-(1-methyl-1H-indol-3-yl)-pyrrole-2,5-dione NC=1C=C(C=CC1)C=1C(NC(C1C1=CN(C2=CC=CC=C12)C)=O)=O